(R)-2,2-difluoro-2-(2-fluoro-3-(1-((2-methyl-6-morpholino-8,9-dihydro-7H-cyclopenta[h]quinazolin-4-yl)amino)ethyl)phenyl)ethan-1-ol FC(CO)(C1=C(C(=CC=C1)[C@@H](C)NC1=NC(=NC2=C3C(=C(C=C12)N1CCOCC1)CCC3)C)F)F